N-[8-(5-methylfuran-2-yl)-2-(trifluoromethyl)-[1,2,4]triazolo[1,5-a]pyrazin-6-yl]cyclopropanecarboxamide CC1=CC=C(O1)C=1C=2N(C=C(N1)NC(=O)C1CC1)N=C(N2)C(F)(F)F